9,9-dibutyloxy-2-pivaloyloxynonane C(CCC)OC(CCCCCCC(C)OC(C(C)(C)C)=O)OCCCC